6-[5-({[(1R,2R)-2-(4-fluoro-phenyl)cyclopropyl]methyl}-carbamoyl)-6-methoxypyridin-3-yl]-N-methyl-2H-indazole-3-carboxamide FC1=CC=C(C=C1)[C@H]1[C@@H](C1)CNC(=O)C=1C=C(C=NC1OC)C=1C=CC2=C(NN=C2C1)C(=O)NC